FC=1C=C(NC2=NC=C(C(=N2)N[C@H](C)C2=CC=CC=C2)C(=O)OCC)C=CC1S(=O)(=O)C ethyl 2-(3-fluoro-4-methylsulfonyl-anilino)-4-[[(1R)-1-phenylethyl]amino]pyrimidine-5-carboxylate